FC(C(C)(O)C1=C2CCN([C@H](C2=CC=C1)C)C(C)=O)F 1-[(1S)-5-[2,2-difluoro-1-hydroxy-1-Methyl-ethyl]-1-methyl-3,4-dihydro-1H-isoquinolin-2-yl]Ethanone